FC1=CC2=C(N(C3=C(NC2=O)C=CC=C3)C(CN3CCN(CC3)C3=C(C=CC=C3)F)=O)C=C1 2-fluoro-5-(2-(4-(2-fluorophenyl)piperazin-1-yl)acetyl)-5,10-dihydro-11H-dibenzo[b,e][1,4]diazepin-11-one